CC(CC(C)C)C1=C(C=CC=C1)NC(=O)C=1C(=NN(C1F)C)C (2-(1,3-dimethyl-butyl)-phenyl)-1,3-dimethyl-5-fluoro-1H-pyrazole-4-carboxamide